(S)-6-(1-amino-1,3-dihydrospiro[indene-2,4'-piperidine]-1'-yl)-3-(1-(6-isopropylpyridin-2-yl)vinyl)-1,5-dihydro-4H-pyrazole NC1C2=CC=CC=C2CC12CCN(CC2)[C@]2(C=CC=C(N2)C(=C)C2=NNCC2)C(C)C